CC1=C(OC2=CC=C(N)C=C2)C=CC=C1 4-(2-methylphenoxy)-aniline